N-(4-(4-amino-7-methyl-5-(6-((6-methylpyridin-2-yl)oxy)pyridin-3-yl)-7H-pyrrolo[2,3-d]pyrimidin-6-yl)phenyl)methacrylamide NC=1C2=C(N=CN1)N(C(=C2C=2C=NC(=CC2)OC2=NC(=CC=C2)C)C2=CC=C(C=C2)NC(C(=C)C)=O)C